trans-1-(6-((3,4-Difluorophenyl)amino)pyrimidin-4-yl)-4-(3,4-dihydroisoquinolin-2(1H)-yl)piperidine FC=1C=C(C=CC1F)NC1=CC(=NC=N1)N1CCC(CC1)N1CC2=CC=CC=C2CC1